C1(CC1)OC=1C=C(C=CC1)C1=CC(=NN1C=1C=CC=C2C=NN(C12)CC)COC(C(=O)O)(C)C 2-([5-(3-Cyclopropoxyphenyl)-1-(1-ethyl-1H-indazol-7-yl)-1H-pyrazol-3-yl]methoxy)-2-methylpropanoic acid